2-(4-chloro-3-fluorophenoxy)-N-[(3S,6R)-6-[6-(trifluoromethyl)-1,3-benzoxazol-2-yl]piperidin-3-yl]acetamide ClC1=C(C=C(OCC(=O)N[C@@H]2CN[C@H](CC2)C=2OC3=C(N2)C=CC(=C3)C(F)(F)F)C=C1)F